1-[(3S,5R)-1-(But-2-ynoyl)-5-(methoxymethyl)pyrrolidin-3-yl]-3-[2-(1-cyclopropyl-4,6-difluoro-1,3-benzodiazol-5-yl)ethynyl]-5-(methylamino)pyrazole-4-carboxamide C(C#CC)(=O)N1C[C@H](C[C@@H]1COC)N1N=C(C(=C1NC)C(=O)N)C#CC1=C(C2=C(N(C=N2)C2CC2)C=C1F)F